benzyl 4-(1-(2-(2,6-dioxopiperidin-3-yl)-1,3-dioxoisoindolin-4-yl)piperidin-4-yl)piperazine-1-carboxylate O=C1NC(CCC1N1C(C2=CC=CC(=C2C1=O)N1CCC(CC1)N1CCN(CC1)C(=O)OCC1=CC=CC=C1)=O)=O